The molecule is a organophosphate oxoanion obtained by deprotonation of the phosphate OH groups of cytidine 2'-phosphate. Major structure at pH 7.3 (according to Marvin v 6.2.0.). It is a conjugate base of a cytidine 2'-phosphate. C1=CN(C(=O)N=C1N)[C@H]2[C@@H]([C@@H]([C@H](O2)CO)O)OP(=O)([O-])[O-]